C1=CC(C=C2C=CC(C=C12)=O)=O naphthalene-3,7-dione